6-chloro-2-methyl-3-(2-methyl-2H-tetrazol-5-yl)pyridine ClC1=CC=C(C(=N1)C)C=1N=NN(N1)C